ClC=1C=C(C=2N=C(N=C(C2N1)N)C(C)C)N 6-chloro-isopropylpyrido[3,2-d]Pyrimidine-4,8-diamine